C(C)(C)(C)OC(=O)N1CCN(CC1)C1=CC(=C(C=C1)Cl)C(N[C@H](C)C1=CC=CC2=CC=CC=C12)=O.ClC1=C(C(=O)N[C@H](C)C2=CC=CC3=CC=CC=C23)C=C(C=C1)N1CCNCC1 2-Chloro-N-[(1R)-1-(1-naphthyl)ethyl]-5-piperazin-1-yl-benzamide tert-Butyl-4-[4-chloro-3-[[(1R)-1-(1-naphthyl)ethyl]carbamoyl]phenyl]piperazine-1-carboxylate